BrCC1=NC=NC=C1N(C(OC(C)(C)C)=O)S(=O)(=O)C tert-Butyl (4-(bromomethyl)pyrimidin-5-yl)(methylsulfonyl)carbamate